6-fluoro-N-((3R,4S)-3-fluoro-1-(oxetan-3-yl)piperidin-4-yl)-5-(1-((R)-1-fluoropropan-2-yl)-1H-benzo[d][1,2,3]triazol-6-yl)-4-methoxypyrrolo[2,1-f][1,2,4]triazin-2-amine FC=1C(=C2C(=NC(=NN2C1)N[C@@H]1[C@@H](CN(CC1)C1COC1)F)OC)C=1C=CC2=C(N(N=N2)[C@@H](CF)C)C1